(R)-2-(3-((5-methyl-1H-1,2,3-triazol-1-yl)(oxetan-3-yl)methyl)phenyl)-6-(((1-methylcyclobutyl)amino)methyl)-4-(trifluoromethyl)isoindolin-1-one CC1=CN=NN1[C@@H](C=1C=C(C=CC1)N1C(C2=CC(=CC(=C2C1)C(F)(F)F)CNC1(CCC1)C)=O)C1COC1